N-(benzo[d]thiazol-2-yl)-4-chlorobenzamide S1C(=NC2=C1C=CC=C2)NC(C2=CC=C(C=C2)Cl)=O